(E)-2-(4-methoxybenzylidene)-5-chloro-2,3-dihydro-1H-inden-1-one COC1=CC=C(\C=C/2\C(C3=CC=C(C=C3C2)Cl)=O)C=C1